C(C1=CC=CC=C1)OC1=C(C(=CC(=C1)F)O)C(=O)N1CC2=CC=C(C=C2CC1)OCCN(C)C (2-(Benzyloxy)-4-fluoro-6-hydroxyphenyl)(6-(2-(dimethylamino)ethoxy)-3,4-dihydroisoquinolin-2(1H)-yl)methanone